NC1=C(SC=2C1=C(C=1N(N2)C=NN1)C)C(=O)NCC1=CC=C(C=C1)F 8-amino-N-(4-fluorobenzyl)-9-methylthieno[3,2-e][1,2,4]triazolo[4,3-b]pyridazine-7-carboxamide